ClC1=CC=C2C(=CNC2=C1)\C=C\1/NC(N(C1=O)C(C(=O)NCCO)C1=CC=C(C=C1)Cl)=O (Z)-2-(4-((6-chloro-1H-indol-3-yl)methylene)-2,5-dioxoimidazolidin-1-yl)-2-(4-chlorophenyl)-N-(2-hydroxyethyl)acetamide